(1S,2S)-N-(7-chloro-6-(1-((3R,4R)-4-hydroxy-3-methyltetrahydrofuran-3-yl)piperidin-4-yl)isoquinolin-3-yl)-2-(thiophen-2-yl)cyclopropane-1-carboxamide ClC1=C(C=C2C=C(N=CC2=C1)NC(=O)[C@@H]1[C@H](C1)C=1SC=CC1)C1CCN(CC1)[C@@]1(COC[C@@H]1O)C